2-(2-hydroxyethyl)-6-methylsulfanyl-1-(2-pyridyl)pyrazolo[3,4-d]pyrimidin-3-one OCCN1N(C2=NC(=NC=C2C1=O)SC)C1=NC=CC=C1